C(C1=CC=CC=C1)OC1=CC=CC=2C3NC(N(C(OC21)(C3)C)C=3C=C(C(=O)OC2CC1=CC=CC=C1CC2)C=CC3)=O 1,2,3,4-Tetrahydronaphthalin-2-yl 3-(10-(benzyloxy)-2-methyl-4-oxo-5,6-dihydro-2H-2,6-methanobenzo[g][1,3,5]oxadiazocin-3(4H)-yl)benzoat